COC1=CC=C(C(=O)C2C(=NN(C2=O)C2=CC=C(C=C2)Br)C)C=C1 4-[4-Methoxybenzoyl]-3-methyl-1-(4-bromophenyl)-2-pyrazoline-5-one